COC1=CC=CC2=C1NC(=N2)NC(=S)NNC(=O)C2CCN(CC2)C N-(7-methoxy-1H-benzo[d]imidazol-2-yl)-2-(1-methylpiperidine-4-carbonyl)hydrazine-1-carbothioamide